ClC1=NN2C(C=N1)=CC=C2C2=CC(=C(C=C2)O)F 4-(2-chloropyrrolo[2,1-f][1,2,4]triazin-7-yl)-2-fluorophenol